C(C1=CC=CC=C1)NC(=O)C=1N(C(N2C1CN(CC2)C(C2=CC(=C(C=C2)Cl)Cl)=O)=O)C2=CC=C(C=C2)OC(F)(F)F N-benzyl-7-(3,4-dichlorobenzoyl)-3-oxo-2-[4-(trifluoromethoxy)phenyl]-6,8-dihydro-5H-imidazo[1,5-a]pyrazine-1-carboxamide